5,10,15,20-tetrakis(4-bromophenyl)porphyrin zinc(II) [Zn+2].BrC1=CC=C(C=C1)C=1C2=CC=C(N2)C(=C2C=CC(C(=C3C=CC(=C(C=4C=CC1N4)C4=CC=C(C=C4)Br)N3)C3=CC=C(C=C3)Br)=N2)C2=CC=C(C=C2)Br